Bis(3-bromophenyl)acetylene BrC=1C=C(C=CC1)C#CC1=CC(=CC=C1)Br